(2-bromo-5-nitrophenyl)-N,N-dimethylamine BrC1=C(C=C(C=C1)[N+](=O)[O-])N(C)C